S(=O)(=O)(O)O.[Na+].S(=O)(=O)([O-])[O-].S(=O)(=O)(O)O.[Na+] Sodium sesquisulphate